O[C@@H]1C[C@@H](CC1)C=1NC(C2=C(N1)C(=NC(=C2)C2=CC=C(C=C2)C(F)(F)F)C=2C=NN(C2)C)=O ((1r,3s)-3-hydroxycyclopentyl)-8-(1-methyl-1H-pyrazol-4-yl)-6-(4-(trifluoromethyl)phenyl)pyrido[3,4-d]pyrimidin-4(3H)-one